tert-Butyl (S)-5-chloro-8-((1-methyl-1H-1,2,3-triazol-4-yl)methoxy)-1-((2-oxopyrrolidin-1-yl)methyl)-3,4-dihydroisoquinoline-2(1H)-carboxylate ClC1=C2CCN([C@@H](C2=C(C=C1)OCC=1N=NN(C1)C)CN1C(CCC1)=O)C(=O)OC(C)(C)C